glycerol tri(2-ethyl hexanoate) C(C)C(C(=O)OCC(OC(C(CCCC)CC)=O)COC(C(CCCC)CC)=O)CCCC